2-diethylaminoethylacrylamide C(C)N(CCC(C(=O)N)=C)CC